BrC(C(=O)OCC)C(C1=CC=CC=C1)Br ethyl 2,3-dibromo-3-phenylpropionate